COC(=O)C1=CN=CN1C1C(CC2=CC=CC=C12)(C)C Methyl-1-(2,2-dimethyl-2,3-dihydro-1H-inden-1-yl)-1H-imidazole-5-carboxylate